FC(N1N=CC(=C1)[C@@H]1[C@H](C1)C=1C=2N(N=C(C1)C=1C(=NC(=NC1)OC)OC)C=CN2)F 8-((1S,2S)-2-(1-(difluoromethyl)-1H-pyrazol-4-yl)cyclopropyl)-6-(2,4-dimethoxypyrimidin-5-yl)imidazo[1,2-b]pyridazine